5-(5-{[(2R,3S,5S)-2-fluoro-8-azabicyclo[3.2.1]octan-3-yl](methyl)amino}pyrazin-2-yl)-2-methyl-1,3-benzothiazol-4-ol F[C@@H]1C2CC[C@@H](C[C@@H]1N(C=1N=CC(=NC1)C1=CC=C3C(N=C(S3)C)=C1O)C)N2